C(N)(=O)C1=C(C2=CC(=CC=C2C=C1)C1=NC=CC(=N1)C(NC1CCN(CC1)C)=O)N(C(OC(C)(C)C)=O)CC(=C)C#N tert-butyl N-[2-carbamoyl-7-[4-[(1-methyl-4-piperidyl)carbamoyl] pyrimidin-2-yl]-1-naphthyl]-N-(2-cyanoallyl)carbamate